(2R)-4-(4-(4-(2H-1,2,3-triazol-2-yl)phenyl)-2-oxopyridin-1(2H)-yl)-2-methyl-2-(methylsulfonyl)-N-((tetrahydro-2H-pyran-2-yl)oxy)butanamide N=1N(N=CC1)C1=CC=C(C=C1)C1=CC(N(C=C1)CC[C@](C(=O)NOC1OCCCC1)(S(=O)(=O)C)C)=O